1-(2-chloro-5-methylpyrimidin-4-yl)-N-(2-hydroxy-1-phenylethyl)-2-methyl-1H-imidazole-4-carboxamide ClC1=NC=C(C(=N1)N1C(=NC(=C1)C(=O)NC(CO)C1=CC=CC=C1)C)C